5-(ISO-PROPYL)FURAN-2-BORONIC ACID C(C)(C)C1=CC=C(O1)B(O)O